(R)-(3',5'-difluoro-3,4'-dimethyl-[1,1'-biphenyl]) FC=1C=C(C=C(C1C)F)C1=CC(=CC=C1)C